CC1=C(C(=NC(=C1)C(F)(F)F)C1=CC=C(C=C1)CN1C(CCC1)=O)C#N 4-methyl-2-[4-[(2-oxopyrrolidin-1-yl)methyl]phenyl]-6-(trifluoromethyl)pyridine-3-carbonitrile